BrC(C(=O)NC1=NC=C(C(=C1)F)OCC1CC1)C 2-bromo-N-(5-(cyclopropylmethoxy)-4-fluoropyridin-2-yl)propanamide